CC1=NOC(=C1COCCCOC1=CC=C(C(=O)NC=2SC=C(N2)C=2SC=CC2)C=C1)C 4-(3-((3,5-dimethylisoxazol-4-yl)methoxy)propoxy)-N-(4-(thiophen-2-yl)thiazol-2-yl)benzamide